O=C1NC2=CC=CC=C2C(C1)CCCCC(=O)[O-] 2-oxo-1,2,3,4-tetrahydroquinoline-4-pentanoate